4-bromo-N'-hydroxybenzoamidine BrC1=CC=C(C(=NO)N)C=C1